trans-N-(3-(2-Cyclopropylthiazol-5-yl)phenyl)-4-hydroxy-N-((4-(4-methoxy-3-methylphenyl)bicyclo[2.2.2]octan-1-yl)methyl)cyclohexanecarboxamide C1(CC1)C=1SC(=CN1)C=1C=C(C=CC1)N(C(=O)[C@@H]1CC[C@H](CC1)O)CC12CCC(CC1)(CC2)C2=CC(=C(C=C2)OC)C